6-(2-chloro-5-fluorophenyl)-N-((2-(3,3-dimethylbutyl)-1,2,3,4-tetrahydroisoquinolin-5-yl)methyl)pyridazin-3-amine ClC1=C(C=C(C=C1)F)C1=CC=C(N=N1)NCC1=C2CCN(CC2=CC=C1)CCC(C)(C)C